FC1=C(OC2=C(C(=O)N)C=CC=N2)C=CC(=C1)CC(NC1=NN2C(C=C(C=C2)C(F)(F)F)=N1)=O 2-(2-fluoro-4-(2-oxo-2-((7-(trifluoromethyl)-[1,2,4]triazolo[1,5-a]pyridin-2-yl)amino)ethyl)phenoxy)nicotinamide